N-((1r,3r)-3-(6-(((1-(6-((2-(2,6-dioxopiperidin-3-yl)-1,3-dioxoisoindolin-5-yl)amino)hexanoyl)piperidin-4-yl)methyl)amino)-9H-purin-9-yl)cyclobutyl)-6-methylpicolinamide O=C1NC(CC[C@H]1N1C(C2=CC=C(C=C2C1=O)NCCCCCC(=O)N1CCC(CC1)CNC1=C2N=CN(C2=NC=N1)C1CC(C1)NC(C1=NC(=CC=C1)C)=O)=O)=O